3,6,9,12,15,18-hexaoxahenicosan CCOCCOCCOCCOCCOCCOCCC